N-(3-((6-((4-(4-methylpiperazin-1-yl)phenyl)amino)-1H-pyrazolo[3,4-d]pyrimidin-1-yl)methyl)phenyl)acrylamide CN1CCN(CC1)C1=CC=C(C=C1)NC1=NC=C2C(=N1)N(N=C2)CC=2C=C(C=CC2)NC(C=C)=O